NC1=C(C=2C(=NC(=CN2)OCC2=CC=CC=C2)N1C1=C(C=CC(=C1)OCOC)C)C#N 6-amino-3-benzyloxy-5-[5-(methoxymethyloxy)-2-methyl-phenyl]pyrrolo[2,3-b]pyrazine-7-carbonitrile